S(=O)(=O)(O)C=1C=C2C=C(C(=O)OCCCOC2=O)C1 trimethylene 5-sulfoisophthalate